O1COC2=C1C=CC(=C2)/C=C/C(=O)N(C2=CC=CC=C2)CCOC (E)-3-(1,3-Benzodioxol-5-yl)-N-(2-methoxyethyl)-N-phenyl-prop-2-enamid